4-(m-phenylenedioxy)diphthalic acid C1(=CC(=CC=C1)OC1=C(C(C(=O)O)=CC=C1)C(=O)O)OC1=C(C(C(=O)O)=CC=C1)C(=O)O